5-(oxetan-3-ylmethylsulfanyl)furan-2-carboxylic acid O1CC(C1)CSC1=CC=C(O1)C(=O)O